ClC1=CC(=C(C=C1)CC(=O)OC(C)(C)C)S(=O)(=O)Cl tert-butyl 2-[4-chloro-2-(chlorosulfonyl) phenyl]acetate